ClC1=C(C=C2C(=CNC2=C1)C=O)OCC1=CC=CC2=CC=CC=C12 6-chloro-5-(naphthalen-1-ylmethoxy)-1H-indole-3-carbaldehyde